ClC1=CC=C(CCNC=2N=CC(=NC2)C2=NNC(O2)=O)C=C1 5-(5-((4-chlorophenethyl)amino)pyrazin-2-yl)-1,3,4-oxadiazol-2(3H)-one